1-[2-[7-[4-fluoro-2-(2-methoxyethoxy)phenyl]-4-(1,2,3,4-tetrahydroisoquinolin-6-yl)thieno[3,2-c]pyridin-6-yl]-6,8-dihydro-5H-imidazo[1,2-a]pyrazin-7-yl]prop-2-en-1-one FC1=CC(=C(C=C1)C=1C2=C(C(=NC1C=1N=C3N(CCN(C3)C(C=C)=O)C1)C=1C=C3CCNCC3=CC1)C=CS2)OCCOC